NC(C(=O)OC(C)C)(CC(C)(C)C1CC1)C1=CC=C(C=C1)Cl isopropyl 2-amino-2-(4-chlorophenyl)-4-cyclopropyl-4-methylpentanoate